COC1=CC=C(C=C1)CC(C=O)C 3-(4-methoxyphenyl)-2-methylpropan-al